N7-(furan-2-ylmethyl)-3H-[1,2,3]triazolo[4,5-d]pyrimidine-5,7-diamine O1C(=CC=C1)CNC=1C2=C(N=C(N1)N)NN=N2